C=C1CCN2CCC[C@]12CO (R)-(1-methylenetetrahydro-1H-pyrrolizin-7a(5H)-yl)methanol